1-[2-(azetidin-1-yl)-2-oxo-ethyl]-3-methyl-6-[3-(trifluoromethyl)phenyl]imidazo[4,5-b]pyridin-2-one N1(CCC1)C(CN1C(N(C2=NC=C(C=C21)C2=CC(=CC=C2)C(F)(F)F)C)=O)=O